IC1=C(N=NN1CC1=CC=C(C=C1)OC)C(=O)[O-] 5-iodo-1-(4-methoxybenzyl)-1H-1,2,3-triazole-4-carboxylate